3-(6-amino-5-(2,3-dichlorophenyl)-3-(1,3,4-oxadiazol-2-yl)pyrazin-2-yl)-3-azabicyclo[3.1.0]hexan-6-amine NC1=C(N=C(C(=N1)N1CC2C(C2C1)N)C=1OC=NN1)C1=C(C(=CC=C1)Cl)Cl